C(C)(C)(C)OC(=O)N1CCC(CC1)CCOC1=C(C=C(C=C1)NC(C)(C)C#N)C(C)(F)F 4-(2-(4-((2-Cyanoprop-2-yl)amino)-2-(1,1-difluoroethyl)phenoxy)ethyl)piperidine-1-carboxylic acid tert-butyl ester